L-seryl-L-alaninate N[C@@H](CO)C(=O)N[C@@H](C)C(=O)[O-]